tetraethylcaproate C(C)C(C(C(=O)[O-])(CC)CC)(CCC)CC